ClC(C1=NC(=NO1)C1=CC=C(C=C1)P(OCC)(=O)NCC1=C(C=C(C=C1)Cl)Cl)(F)F ethyl P-(4-(5-(chlorodifluoromethyl)-1,2,4-oxadiazol-3-yl)phenyl)-N-(2,4-dichlorobenzyl)phosphonamidate